O[C@@H]1C[C@H](N(C1)C(C(C(C)C)C1=CC(N(O1)CCCCC(=O)OC(C)(C)C)=O)=O)NC(=O)[C@@H](C)C1=CC=C(C=C1)C1=C(N=CS1)C Tert-butyl 5-(5-(1-((2S,4R)-4-hydroxy-2-(((S)-1-(4-(4-methylthiazol-5-yl)phenyl)ethyl)formamido)pyrrolidin-1-yl)-3-methyl-1-oxobutan-2-yl)-3-oxoisoxazol-2(3H)-yl)pentanoate